(S)-6-(2-(3-chloro-4-cyanophenyl)-3-methyl-2,8-diazaspiro[4.5]dec-8-yl)pyridazine-3-carboxylic acid ClC=1C=C(C=CC1C#N)N1CC2(C[C@@H]1C)CCN(CC2)C2=CC=C(N=N2)C(=O)O